8-[1-(2,2-difluoroethyl)-1H-pyrazolo[3,4-b]pyrazin-6-yl]-2-[6-methyl-2-(trifluoromethyl)pyrimidin-4-yl]-2,8-diazaspiro[4.5]decan-3-one FC(CN1N=CC=2C1=NC(=CN2)N2CCC1(CC(N(C1)C1=NC(=NC(=C1)C)C(F)(F)F)=O)CC2)F